N-isopropyl-1,3-propylenediamine C(C)(C)NCCCN